1-(6-Chloropyridin-3-yl)-4-[(1-methyl-1H-pyrazol-4-yl)amino]methyl-1H-pyrazole-3-carboxylic acid ClC1=CC=C(C=N1)N1N=C(C(=C1)CNC=1C=NN(C1)C)C(=O)O